S(=O)(=O)(OCCCCC\C=C/CCCCCCCCCCC)[O-].[Na+] sodium petroselinyl sulfate